C(C)(C)OC(=O)C=1C(=NC(=NC1)NC1=C(C=C(C(=C1)NC(=O)NC1CC1)N1CCOCC1)OC)C1=CN(C2=CC=CC=C12)C 2-((5-(3-Cyclopropylureido)-2-methoxy-4-morpholinophenyl)amino)-4-(1-methyl-1H-indol-3-yl)pyrimidine-5-carboxylic acid isopropyl ester